(6-trifluoromethyl-2,3-dihydrobenzofuran-3-yl)-amine FC(C1=CC2=C(C(CO2)N)C=C1)(F)F